4,5-difluoro-3-(2-(pyrrolidin-1-yl)ethyl)-1H-indazole FC1=C2C(=NNC2=CC=C1F)CCN1CCCC1